(S)-N-((R or S)-(4-chlorophenyl)(5-fluoropyridin-2-yl)methyl)-2-oxooxazolidine-5-carboxamide ClC1=CC=C(C=C1)[C@@H](NC(=O)[C@@H]1CNC(O1)=O)C1=NC=C(C=C1)F |o1:7|